5-ethyl-2-(4-{[(3R)-1-methylpiperidin-3-yl]amino}pyrido[3,4-d]pyridazin-1-yl)phenol formate salt C(=O)O.C(C)C=1C=CC(=C(C1)O)C1=C2C(=C(N=N1)N[C@H]1CN(CCC1)C)C=NC=C2